1-methyl-1-ethynyl-1-silacyclopentane C[Si]1(CCCC1)C#C